COC(/C(=C/C1=C(C=C(C=C1)O)Cl)/NC(=O)OC(C)(C)C)=O (Z)-2-((tert-butoxycarbonyl)amino)-3-(2-chloro-4-hydroxyphenyl)acrylic acid methyl ester